COC=1C=C(C=NC1)CN1CC2=C(CC1)C(=CS2)C(=O)NC2=CC(=CC=C2)C(F)(F)F 6-((5-Methoxypyridin-3-yl)Methyl)-N-(3-(Trifluoromethyl)Phenyl)-4,5,6,7-Tetrahydrothieno[2,3-c]Pyridin-3-Carboxamid